dichloro(1,1'-bis(diphenylphosphino)-ferrocene) ClC1=C([C-](C=C1)P(C1=CC=CC=C1)C1=CC=CC=C1)Cl.[C-]1(C=CC=C1)P(C1=CC=CC=C1)C1=CC=CC=C1.[Fe+2]